[Si](C)(C)(C(C)(C)C)OCC1CC(C1)C1=CC=CC=2N(C(N(C21)C)=O)COCC[Si](C)(C)C 4-[3-[[Tert-butyl(dimethyl)silyl]oxymethyl]cyclobutyl]-3-methyl-1-(2-trimethylsilylethoxymethyl)benzimidazol-2-one